Cl.FC1=C2CN(C(C2=CC(=C1)C=1N=NN(C1)C1CCNCC1)=O)CC(=O)NC=1SC=CN1 2-[4-fluoro-1-oxo-6-[1-(4-piperidinyl)triazol-4-yl]isoindol-2-yl]-N-thiazol-2-yl-acetamide hydrochloride